(R)-ethyl 2-((4-(2-chloro-4-fluorophenyl)-2-oxo-2H-chromen-7-yl)amino)propanoate ClC1=C(C=CC(=C1)F)C1=CC(OC2=CC(=CC=C12)N[C@@H](C(=O)OCC)C)=O